5-(1,2-dithiolan-3-yl)pentanoate S1SC(CC1)CCCCC(=O)[O-]